O.O.NC([C@H]([C@@H](C)O)N1C([C@]2(C1)N(CCC2)C(=O)OC(C)(C)C)=O)=O tert-butyl (S)-2-((2S,3R)-1-amino-3-hydroxy-1-oxobutan-2-yl)-1-oxo-2,5-diazaspiro[3.4]octane-5-carboxylate dihydrate